CN(C1(CCC2(CN(C(N2CC2(CCC2)O)=O)C2=C(C#N)C=CC=C2)CC1)C1=CC=CC=C1)C Cis-2-[8-dimethylamino-1-[(1-hydroxy-cyclobutyl)-methyl]-2-oxo-8-phenyl-1,3-diazaspiro[4.5]decan-3-yl]-benzonitrile